N[C@H](C(=O)O)CC(C(F)F)(C)C (S)-2-amino-5,5-difluoro-4,4-dimethylpentanoic acid